1H-pyrazole-4-carboxaldehyde N1N=CC(=C1)C=O